C(#CC)C1=CC=2C(C3=CC(=CC=C3C2C=C1)C#CC)CO 2,7-Di(1-Propynyl)-9-Fluorenylmethanol